nickel-copper-zinc-magnesium [Mg].[Zn].[Cu].[Ni]